CN1C(=NC2=C(C=C(C=C2C1=O)C)[C@@H](C)NC1=NC=NC=C1C(=O)O)N1CCOCC1 4-[[(1R)-1-(3,6-dimethyl-2-morpholino-4-oxo-quinazolin-8-yl)ethyl]amino]pyrimidine-5-carboxylic acid